OCCN(C1=CC(=C(C=C1[N+](=O)[O-])NC(OC(C)(C)C)=O)OC)C tert-butyl (4-((2-hydroxyethyl)(methyl)amino)-2-methoxy-5-nitrophenyl)carbamate